1-Decyl-3-propylpyrrolium cyanid [C-]#N.C(CCCCCCCCC)[NH+]1C=C(C=C1)CCC